C(C)(CC)N1CC2N(C(CCN2)=O)CC1=O 8-(sec-butyl)hexahydro-4H-pyrazino[1,2-a]pyrimidine-4,7(6H)-dione